5-(3-chloroimidazo[1,2-b]pyridazin-6-yl)-N-(tetrahydro-2H-pyran-4-yl)-7H-pyrrolo[2,3-d]pyrimidin-2-amine ClC1=CN=C2N1N=C(C=C2)C2=CNC=1N=C(N=CC12)NC1CCOCC1